O=S1(N=C(C2=C1C=CC=C2NC(C2=CC(=CC(=C2)C(F)(F)F)F)=O)C2=C(C=CC=C2)C)=O N-(1,1-dioxido-3-(o-tolyl)benzo[d]isothiazol-4-yl)-3-fluoro-5-(trifluoromethyl)benzamide